COC=1C=CC(=C2CCOC(C12)=O)C 8-methoxy-5-methylisochroman-1-one